platinum (II) [bis(phenylisoquinolinyl)aniline] C1(=CC=CC=C1)C=1N=C(C2=CC=CC=C2C1)N(C1=CC=CC=C1)C1=NC(=CC2=CC=CC=C12)C1=CC=CC=C1.[Pt+2]